2-((pyridine-2-ylmethyl)amino)-terephthalic acid N1=C(C=CC=C1)CNC1=C(C(=O)O)C=CC(=C1)C(=O)O